NC1=CC=C(OC2=CC=C(C=C2)OC2=CC=C(C=C2)OC2=CC=C(C=C2)N)C=C1 bis-[4-(4-aminophenoxy) phenyl] ether